C(C)(C)N1OC(C2C1C(CC(C2)(C2=C(C=CC=C2)C)C)C)(C)C 1-Isopropyl-3,3,5,7-tetramethyl-5-(o-tolyl)octahydrobenzo[c]isoxazol